2-fluoro-4-((4-methoxybenzyl)amino)pyrrolo[1,2-a]quinoxalin-8-carboxylic acid FC=1C=C2N(C3=CC(=CC=C3N=C2NCC2=CC=C(C=C2)OC)C(=O)O)C1